FC=1C=C2C=CC(=CC2=CC1)C(=O)N(C)C1=CC=2OC(C(=CC2S1)C(=O)O)=O 2-(6-fluoro-N-methyl-2-naphthamido)-5-oxo-5H-thieno[3,2-b]pyran-6-carboxylic acid